FC(OC=1C(=NC(=NC1OC)NS(=O)(=O)C1=CNC2=C(C(=CC=C12)C)C1=NC=CC=N1)OC)F N-[5-(difluoromethoxy)-4,6-dimethoxy-pyrimidin-2-yl]-6-methyl-7-(2-pyrimidinyl)-1H-indole-3-sulfonic acid amide